ethyl 2-((2-fluoro-6-methylphenyl)-amino)-5-(trifluoro-methyl)benzoate FC1=C(C(=CC=C1)C)NC1=C(C(=O)OCC)C=C(C=C1)C(F)(F)F